FC(OC1=CC=C(C=C1)C1N(C(=CC=N1)C)C1=CC(=CC=C1)C(CC)(F)F)F 2-(4-(difluoromethoxy)phenyl)-N-(3-(1,1-difluoropropyl)phenyl)-6-methylpyrimidine